ethyl-oxytriazine C(C)OC1=NN=NC=C1